N-[(R)-(5-fluoro-2-hydroxy-phenyl)-(1H-indol-2-yl)methyl]-3-methyl-5-[5-(4-propyl-1-piperidyl)pyrimidin-2-yl]benzamide FC=1C=CC(=C(C1)[C@@H](NC(C1=CC(=CC(=C1)C1=NC=C(C=N1)N1CCC(CC1)CCC)C)=O)C=1NC2=CC=CC=C2C1)O